3-[[6-[4-(trifluoromethoxy)phenyl]-1,3-benzothiazol-2-yl]carbamoyl]bicyclo[2.2.1]hept-5-ene-2-carboxylic acid FC(OC1=CC=C(C=C1)C1=CC2=C(N=C(S2)NC(=O)C2C(C3C=CC2C3)C(=O)O)C=C1)(F)F